7-bromo-1,3-dichloro-dibenzo[b,d]furan BrC1=CC2=C(C3=C(O2)C=C(C=C3Cl)Cl)C=C1